(7S)-2-[4-(2-methylphenoxy)phenyl]-7-[4-(2-nitrobenzene-1-sulfonyl)piperazin-1-yl]-4,5,6,7-tetrahydro-2H-pyrazolo[4,3-b]pyridine-3-carboxamide CC1=C(OC2=CC=C(C=C2)N2N=C3C(NCC[C@@H]3N3CCN(CC3)S(=O)(=O)C3=C(C=CC=C3)[N+](=O)[O-])=C2C(=O)N)C=CC=C1